N-decyl-N-acetylxylosylamine C(CCCCCCCCC)N(C(C)=O)C1[C@H](O)[C@@H](O)[C@H](O)CO1